N-(2-([1,1'-biphenyl]-4-carbonyl)phenyl)-2-bromo-N-(prop-2-yn-1-yl)acetamide C1(=CC=C(C=C1)C(=O)C1=C(C=CC=C1)N(C(CBr)=O)CC#C)C1=CC=CC=C1